C(C1=CC=C(NC(C)C)C(=C1)C)C1=CC=C(NC(C)C)C(=C1)C 4,4'-methylenebis(isopropyl-6-methylaniline)